N[C@@H](C)C(=O)N1C[C@H]2N(C(C3=C1C=C(C(=C3)OC)OCC3=CC=CC=C3)=O)CCC2 (S)-10-(L-alanyl)-8-(benzyloxy)-7-methoxy-1,2,3,10,11,11a-hexahydro-5H-benzo[e]pyrrolo[1,2-a][1,4]diazepin-5-one